COC=1C=C(CN(C2=CC=C(CN3C(CNCC3)=O)C=C2)CC2=CC(=CC=C2)OC)C=CC1 1-(4-(bis(3-methoxybenzyl)amino)benzyl)piperazin-2-one